C(=O)(OCC1C2=CC=CC=C2C2=CC=CC=C12)N[C@H](CC1=CC=C(C=C1)OC(C)(C)C)C(=O)O fmoc-O-tertiary butyl-D-tyrosine